tert-butyl N-[[8-(bromomethyl)-5-[4-(trifluoromethoxy) phenyl]-7-quinolinyl] methyl]-N-tert-butoxycarbonyl-carbamate BrCC=1C(=CC(=C2C=CC=NC12)C1=CC=C(C=C1)OC(F)(F)F)CN(C(OC(C)(C)C)=O)C(=O)OC(C)(C)C